2-fluoro-N-(2-methyl-4-(perfluoroprop-2-yl)phenyl)benzamide oxoimidazolinpropionate O=C1N=CN(C1)CCC(=O)O.FC1=C(C(=O)NC2=C(C=C(C=C2)C(C(F)(F)F)(C(F)(F)F)F)C)C=CC=C1